BrCCCCCC(=O)OC(CCCCCCCCCC)CC 1-ethylundecyl 6-bromohexanoate